N12CCNCC2CC1 1,4-diazabicyclo[4.2.0]octan